FC(C=1C=C(C=C(C1)C(F)(F)F)C=1N(C(=C(N1)C1=CC=C(C=C1)OC)C1=CC=C(C=C1)OC)CC1=CC=C(C(=O)N)C=C1)(F)F 4-((2-(3,5-bis(trifluoromethyl)phenyl)-4,5-bis(4-methoxyphenyl)-1H-imidazol-1-yl)methyl)benzamide